8-(4-amino-2-fluorophenoxy)-2-methoxy-1,5-naphthyridin-3-ol NC1=CC(=C(OC=2C=CN=C3C=C(C(=NC23)OC)O)C=C1)F